5-fluoro-4-(3-fluoro-4-(2-methylpyrrolidin-1-yl)phenyl)thiazol-2-amine FC1=C(N=C(S1)N)C1=CC(=C(C=C1)N1C(CCC1)C)F